C(C)(C)(C)C1=CC=C(C=C1)N(C1=CC2=C(C3=C(O2)C=C2OC4=C(C2=C3)C3=CC=CC=C3C(=C4)N(C4=CC=C(C=C4)C(C)(C)C)C4=CC=C(C=C4)C(C)(C)C)C=4C=CC=CC14)C1=CC=C(C=C1)C(C)(C)C N5,N5,N11,N11-tetra(4-tert-butylphenyl)-dinaphtho[1,2-d:1',2'-d']benzo[1,2-b:5,4-b']difuran-5,11-diamine